NC=1N=NC(=CC1N1CCC(CC1)OC(=O)N[C@H](C(=O)OC)C(C)(C)C)Cl methyl (S)-2-((((1-(3-amino-6-chloropyridazin-4-yl) piperidin-4-yl) oxy) carbonyl) amino)-3,3-dimethylbutyrate